tert-Butyl 3-{5-bromo-2-(methylsulfanyl)-6-[(Z)-({[oxan-3-yl]amino}methylidene)amino]pyrimidin-4-yl}-3,8-diazabicyclo[3.2.1]octane-8-carboxylate BrC=1C(=NC(=NC1\N=C/NC1COCCC1)SC)N1CC2CCC(C1)N2C(=O)OC(C)(C)C